NC=1C2=C(N=CN1)N(C(=C2C2=CC=C(C=C2)OC=2SC=CN2)C#CC2CN(C2)[C@H]2[C@H](CN(CC2)C(C=C)=O)O)C 1-((3S,4R)-4-(3-((4-amino-7-methyl-5-(4-(thiazol-2-yloxy)phenyl)-7H-pyrrolo[2,3-d]pyrimidin-6-yl)ethynyl)azetidin-1-yl)-3-hydroxypiperidin-1-yl)prop-2-en-1-one